FC(C1=C2CCN(CC2=CC=C1)C(CCS(=O)(=O)C(F)(F)F)=O)C1=CC=C(C=C1)C(F)(F)F 1-(5-(fluoro(4-(trifluoromethyl)phenyl)methyl)-3,4-dihydroisoquinolin-2(1H)-yl)-3-((trifluoromethyl)sulfonyl)propan-1-one